2-(5-isopropyl-2-(tert-amyl)phenoxy)aniline C(C)(C)C=1C=CC(=C(OC2=C(N)C=CC=C2)C1)C(C)(C)CC